(S)-2-(4-aminophenyl)morpholine-4-carboxylic acid tert-butyl ester C(C)(C)(C)OC(=O)N1C[C@@H](OCC1)C1=CC=C(C=C1)N